OC1(CN(C1)C(=O)O)C1=NC(=CC=C1)CO 3-hydroxy-3-(6-(hydroxymethyl)pyridin-2-yl)azetidine-1-carboxylic acid